(1-(8-methoxypyrimido[4,5-c][1,8]naphthyridin-1-yl)azepan-4-yl)methanamine COC=1C=CC=2C3=C(C=NC2N1)N=CN=C3N3CCC(CCC3)CN